tert-butyl (2R,3R)-3-((7-bromo-2-chloro-8-fluoroquinazolin-4-yl)oxy)-2-methylpyrrolidine-1-carboxylate BrC1=CC=C2C(=NC(=NC2=C1F)Cl)O[C@H]1[C@H](N(CC1)C(=O)OC(C)(C)C)C